4-(1-fluoro-1-(o-tolyl-sulfonyl)ethyl)-N-(pyridazin-4-yl)piperidine-1-carboxamide FC(C)(S(=O)(=O)C1=C(C=CC=C1)C)C1CCN(CC1)C(=O)NC1=CN=NC=C1